C[C@@H]1N(S(OC1)(=O)=O)C(=O)OCC1C2=CC=CC=C2C=2C=CC=CC12 (9H-fluoren-9-yl)methyl (S)-4-methyl-1,2,3-oxathiazolidine-3-carboxylate 2,2-dioxide